rac-(5-((2R,3S,4S,5R)-3-(3-(difluoromethyl)-4-fluoro-2-methoxyphenyl)-4,5-dimethyl-5-(trifluoromethyl)tetrahydrofuran-2-carboxamido)pyrimidin-2-yl)methyl benzoate C(C1=CC=CC=C1)(=O)OCC1=NC=C(C=N1)NC(=O)[C@@H]1O[C@]([C@H]([C@H]1C1=C(C(=C(C=C1)F)C(F)F)OC)C)(C(F)(F)F)C |r|